Cl.C(=CC1=CC=CC=C1)CN(CCC[Si](OC)(OC)OC)CCN 3-(N-STYRYLMETHYL-2-AMINOETHYLAMINO)PROPYLTRIMETHOXYSILANE HYDROCHLORIDE